Cl.Cl.O1C=NC=C1C1=NC=CC(=C1)CN [2-(1,3-oxazol-5-yl)pyridin-4-yl]methanamine dihydrochloride